5-chloro-2-(((6-chloropyridin-2-yl)oxy)methyl)pyridine ClC=1C=CC(=NC1)COC1=NC(=CC=C1)Cl